O=C1NC(CCC1N1C(C2=CC=C(C=C2C1=O)N1CCC(CC1)CN1CC2(CN(C2)C(=O)OC(C)(C)C)C1)=O)=O tert-butyl 6-[[1-[2-(2,6-dioxo-3-piperidinyl)-1,3-dioxo-isoindolin-5-yl]-4-piperidinyl] methyl]-2,6-diazaspiro[3.3]heptane-2-carboxylate